2-methyl-5-(1H-pyrazol-3-yl)benzonitrile CC1=C(C#N)C=C(C=C1)C1=NNC=C1